Tert-butyl (3-exo)-3-((4-((5-methyl-1H-pyrazol-3-yl) amino) quinazolin-2-yl) amino)-8-azabicyclo[3.2.1]octane-8-carboxylate CC1=CC(=NN1)NC1=NC(=NC2=CC=CC=C12)NC1CC2CCC(C1)N2C(=O)OC(C)(C)C